O=C1C=2N(C=CN1)C(=NC2)COCCC(=O)O 3-((8-oxo-7,8-dihydroimidazo[1,5-a]pyrazin-3-yl)methoxy)propionic acid